C(CCCCCCC)(=O)O.C(CCCCCCC)(=O)O.N1=C(C)C(O)=C(CO)C(CO)=C1 pyridoxin dioctanoate